COC1=CC=C(C=C1)C(CO)O 4-methoxyphenyl-1,2-ethanediol